6-(2-fluoro-4-(1-methyl-1H-pyrazol-4-yl)benzyl)-N-((1S,2S)-2-hydroxycyclohexyl)-5-oxo-5,6-dihydropyrido[4,3-d]pyrimidine-8-carboxamide FC1=C(CN2C(C3=C(N=CN=C3)C(=C2)C(=O)N[C@@H]2[C@H](CCCC2)O)=O)C=CC(=C1)C=1C=NN(C1)C